C(C)/C(=N\NC1=C(C=C2C(=NC=3N(C2=C1)C=NN3)N(C)C3=CC(=CC=C3)Br)F)/OC[C@H]3[C@H](CNCC3)F ((3r,4s)-3-fluoropiperidin-4-yl)methanol ethyl-(E)-N-(5-((3-bromophenyl)(methyl)amino)-7-fluoro-[1,2,4]triazolo[4,3-a]quinazolin-8-yl)formohydrazonate